NC=1OC2=C(N1)C=C(C=C2)B(O)O 2-AMINOBENZO[D]OXAZOL-5-YLBORONIC ACID